O.C(C1=CC=CC=C1)S(=O)(=O)O toluenesulphonic acid monohydrate